N-[(6-Amino-2-pyridyl)sulfonyl]-6-(1-isopropylpyrazol-4-yl)-2-(2,2,4-trimethylpyrrolidin-1-yl)pyridin-3-carboxamid NC1=CC=CC(=N1)S(=O)(=O)NC(=O)C=1C(=NC(=CC1)C=1C=NN(C1)C(C)C)N1C(CC(C1)C)(C)C